nickel-telluride [Ni]=[Te]